2-([1,1'-biphenyl]-3-yl)-4-bromo-6-phenyl-1,3,5-triazine C1(=CC(=CC=C1)C1=NC(=NC(=N1)Br)C1=CC=CC=C1)C1=CC=CC=C1